1-(4-(1-fluoro-7-phenyl-3,8,9,10-tetrahydrocyclohepta[e]indazol-6-yl)-3-methoxyphenyl)piperidine-4-carbaldehyde FC1=NNC=2C=CC3=C(C12)CCCC(=C3C3=C(C=C(C=C3)N3CCC(CC3)C=O)OC)C3=CC=CC=C3